C(=CC)OC1=CC=2C(=NN(N2)C2=C(C(=CC(=C2)C)C(C)(C)C)O)C=C1 2-(5-propenyloxy-2H-benzotriazole-2-yl)-6-tert-butyl-4-methylphenol